5-(4-methylphenyl)-4-oxo-1-(tetrahydro-2H-pyran-4-ylmethyl)-1,4-dihydropyridine-3-carboxamide mesylate salt S(C)(=O)(=O)O.CC1=CC=C(C=C1)C=1C(C(=CN(C1)CC1CCOCC1)C(=O)N)=O